CC(C)(C)C(C(CC1=CC=C(C=C1)Cl)N2C=NC=N2)O The molecule is a member of the class of triazoles that is 2,2-dimethylpentane that is substituted at positions 2, 3, and 5 by hydroxy, 1,2,4-triazol-1-yl, and p-chlorophenyl groups, respectively. It is a member of triazoles, a member of monochlorobenzenes and a secondary alcohol.